BrCC(=O)C1=CC=C(S1)C12CN(CC(CO1)C2)C(=O)OC(C)(C)C tert-butyl 5-(5-(2-bromoacetyl)thiophen-2-yl)-6-oxa-3-azabicyclo[3.2.1]octane-3-carboxylate